N-(5-((6-((R)-3-(4-chloro-3-fluorophenyl)-isoxazolidine-2-yl)pyrimidine-4-yl)amino)-2-(4-((R)-3-(dimethylamino)pyrrolidine-1-yl)piperidine-1-yl)-4-methoxy-phenyl)acrylamide ClC1=C(C=C(C=C1)[C@@H]1N(OCC1)C1=CC(=NC=N1)NC=1C(=CC(=C(C1)NC(C=C)=O)N1CCC(CC1)N1C[C@@H](CC1)N(C)C)OC)F